(2S,3aS,6aR)-N-[(1S)-1-cyano-2-{4-[3-(2H3)methyl-2-oxo-1,3-benzoxazol-5-yl]phenyl}ethyl]-hexahydro-1H-furo[3,4-b]pyrrole-2-carboxamide C(#N)[C@H](CC1=CC=C(C=C1)C=1C=CC2=C(N(C(O2)=O)C([2H])([2H])[2H])C1)NC(=O)[C@@H]1C[C@H]2[C@@H](N1)COC2